CC1=C(C=C(C=C1)C1=CC=CC=C1)N 4-methyl-(1,1'-biphenyl)-3-amine